NC1=C(C#N)C=C(C=C1)[N+](=O)[O-] 2-amino-5-nitrobenzonitrile